FC(C1=NN(C=C1[N+](=O)[O-])C1CCN(CC1)CCCC=1C=C2C(N(C(C2=CC1)=O)C1C(NC(CC1)=O)=O)=O)F 5-[3-[4-[3-(difluoromethyl)-4-nitro-pyrazol-1-yl]-1-piperidyl]propyl]-2-(2,6-dioxo-3-piperidyl)isoindoline-1,3-dione